1-(4-(4-amino-7-cyclopropyl-7H-pyrrolo[2,3-d]pyrimidin-5-yl)-2-fluorophenyl)-3-(4-((4-(2-(methylsulfonyl)ethyl)piperazin-1-yl)methyl)-3-(trifluoromethyl)phenyl)urea NC=1C2=C(N=CN1)N(C=C2C2=CC(=C(C=C2)NC(=O)NC2=CC(=C(C=C2)CN2CCN(CC2)CCS(=O)(=O)C)C(F)(F)F)F)C2CC2